5-chloro-4-(2-((2,2-difluoroethyl)amino)ethyl)-1-(2-fluorobenzyl)-1H-pyrazole-3-carboxylic acid ethyl ester C(C)OC(=O)C1=NN(C(=C1CCNCC(F)F)Cl)CC1=C(C=CC=C1)F